ethyl 3-((3-(1-((tert-butoxycarbonyl)amino)cyclobutyl)benzyl)amino)-1H-pyrrole-2-carboxylate C(C)(C)(C)OC(=O)NC1(CCC1)C=1C=C(CNC2=C(NC=C2)C(=O)OCC)C=CC1